2-azaspiro[3.3]-heptane hydrochloride Cl.C1NCC12CCC2